BrC=1C=CC(=NC1)C1=NC=CC=C1 5-bromo-2-(2-pyridyl)pyridine